BrC=1C=C2N(N=CC=C2N2C([C@@]([C@H](C2)C)(C#N)C2CC2)=O)C1 (3S,4R)-1-(6-bromopyrrolo[1,2-b]pyridazin-4-yl)-3-cyclopropyl-4-methyl-2-oxopyrrolidine-3-carbonitrile